C(C)(=O)NC1=CC=C(C=C1)N(C(CN1C(=NC2=C1C=CC(=C2)C(F)(F)F)C#N)=O)CC2=CSC=C2 N-(4-acetamidophenyl)-2-[2-cyano-5-(trifluoromethyl)benzimidazol-1-yl]-N-(3-thienylmethyl)acetamide